cyclohexylisophorone C1(CCCCC1)C=1C(=O)CC(CC1C)(C)C